[N].C1(=CC=CC=C1)[P]C1=CC=CC=C1 (Diphenyl)phosphorus Nitrogen